ClC1=CC=C(C=C1)C1=NN(C[C@H]1C1=CC=CC=C1)C(NCCS(N)(=O)=O)=NS(=O)(=O)C=1C=NC=CC1 (R)-3-(4-chlorophenyl)-4-phenyl-N'-(pyridin-3-ylsulfonyl)-N-(2-sulfamoylethyl)-4,5-dihydro-1H-pyrazole-1-carboximidamide